3-(Boc-amino)-azetidine C(=O)(OC(C)(C)C)NC1CNC1